ethyl (2-cyano-2-(2-(3,5-dichloro-4-((2-(4-fluorobenzyl)-1-oxo-1,2,3,4-tetrahydroisoquinolin-6-yl)oxy)phenyl)hydrazono)acetyl)carbamate C(#N)C(C(=O)NC(OCC)=O)=NNC1=CC(=C(C(=C1)Cl)OC=1C=C2CCN(C(C2=CC1)=O)CC1=CC=C(C=C1)F)Cl